NC1(N=NN=N1)C(=O)[O-].C(N)(=O)C=1C=[N+](C=CC1)[C@H]1[C@@H]([C@@H]([C@H](O1)COP(=O)([O-])[O-])O)O.C(=O)(O)[C@H](CC1=CNC2=CC=CC=C12)[NH3+].C(=O)(O)[C@H](CC1=CNC2=CC=CC=C12)[NH3+] (S)-1-Carboxy-2-(1H-indol-3-yl)ethanaminium ((2R,3S,4R,5R)-5-(3-carbamoylpyridin-1-ium-1-yl)-3,4-dihydroxytetrahydrofuran-2-yl)methyl-phosphate 5-aminotetrazolate